[Cs].SC1=NC=CC(=N1)S 2,4-Dimercaptopyrimidine-caesium salt